NCC1CCC(CC1)CN[C@H](C(=O)NCCCC[C@@H](C(=O)O)NC(=O)N[C@@H](CCC(=O)O)C(=O)O)CC1=CC2=CC=CC=C2C=C1 (((S)-5-((S)-2-((((1R,4S)-4-(aminomethyl)cyclohexyl)methyl)amino)-3-(2-naphthyl)propanamido)-1-carboxypentyl)carbamoyl)-L-glutamic acid